((3-(2-(Bicyclo[2.1.1]hexan-2-yl)acetamido)-5-(trifluoromethyl)phenyl)carbamoyl)(3-(pyridin-2-ylmethyl)-1,2,3-oxadiazol-3-ium-5-yl)amide C12C(CC(C1)C2)CC(=O)NC=2C=C(C=C(C2)C(F)(F)F)NC(=O)[N-]C2=C[N+](=NO2)CC2=NC=CC=C2